CN(C(OC(C)(C)C)=O)CCN(CC(=O)NC1=C(C=CC=C1)C(NC)=O)C tert-butyl methyl(2-(methyl(2-((2-(methylcarbamoyl)phenyl)amino)-2-oxoethyl)amino)ethyl)carbamate